3-aminobenzyl (E)-3-(4-(4-pentylcyclohexyl)phenyl)acrylate C(CCCC)C1CCC(CC1)C1=CC=C(C=C1)/C=C/C(=O)OCC1=CC(=CC=C1)N